piperidin-1-carboxate N1(CCCCC1)C(=O)[O-]